CN(C1CN(CC(C1=O)CN1C(C2=CC=CC=C2C1=O)=O)C(=O)OC(C)(C)C)C tert-Butyl 3-(dimethylamino)-5-[(1,3-dioxoisoindolin-2-yl)methyl]-4-oxo-piperidine-1-carboxylate